NC1=C(C=C2N=CC=NC2=C1C1=C(C=CC(=C1)O)C)C(=O)N 7-Amino-8-(5-hydroxy-2-methylphenyl)quinoxaline-6-carboxamide